ClC1=CC=C(C=C1)N(C(=O)C=1C(=CC=2N(C1)C(=CN2)C2=CC=C(C=C2)NC(OC)=O)C)C methyl N-[4-[6-[(4-chlorophenyl)-methyl-carbamoyl]-7-methyl-imidazo[1,2-a]pyridin-3-yl]phenyl]carbamate